butyl 3-(3-(3-(3-hydroxy-1-methyl-2-oxopyrrolidin-3-yl)isoxazol-5-yl)phenyl)-1H-pyrrolo[2,3-b]pyridine-1-carboxylate OC1(C(N(CC1)C)=O)C1=NOC(=C1)C=1C=C(C=CC1)C1=CN(C2=NC=CC=C21)C(=O)OCCCC